CNC=[NH+]C N,N'-dimethylformamidinium